BrC1=CC2=C(COCCS2=O)C(=C1)F 8-bromo-6-fluoro-3,5-dihydro-2H-4,1λ4-benzoxathiepine 1-oxide